(S)-4-(4-(Benzo[d]thiazol-7-yl)phenyl)-N-(2-ethynylthiazol-4-yl)-3-(hydroxy-methyl)piperazine-1-carboxamide S1C=NC2=C1C(=CC=C2)C2=CC=C(C=C2)N2[C@@H](CN(CC2)C(=O)NC=2N=C(SC2)C#C)CO